CC1=NC(=CC(=C1)C)C1=CC=CC=C1 2,4-dimethyl-6-phenylpyridine